5-(2,4,6-trifluorophenyl)-2-(2,4-difluorophenoxy)-6H-pyrimido[1,6-b]pyridazin-6-one FC1=C(C(=CC(=C1)F)F)C=1C(N=CN2N=C(C=CC21)OC2=C(C=C(C=C2)F)F)=O